CC1([C@H](C(OC1)=O)OC(\C=C\C)=O)C.COC=1C=C2C(=NC=NC2=CC1OC)N(CCCCCNS(=O)(=O)N)C N-(5-((6,7-dimethoxyquinazolin-4-yl)(methyl)amino)pentyl)sulfamide (R)-4,4-dimethyl-2-oxotetrahydrofuran-3-yl-(E)-but-2-enoate